CC=1C=C(C=NC1C=1C=NC=CC1)C1=NC=C(C=C1C=CC1=CC=CC=C1)C=1C=NC(=CC1)F 5'-methyl-5-(6-fluoropyridin-3-yl)-3-styryl-2,3':6',3''-terpyridine